ClC=1C(N(C=CC1SC=1N=CC(=NC1)N1CCC2(CC1)CC1=CC=CC=C1[C@H]2NC(OC(C)(C)C)=O)C)=O tert-butyl N-[(3S)-1'-{5-[(3-chloro-1-methyl-2-oxo-1,2-dihydropyridin-4-yl)sulfanyl]pyrazin-2-yl}-1,3-dihydrospiro[indene-2,4'-piperidin]-3-yl]carbamate